C1(CC1)CN1C(=CC=2C1=C(N=CC2)C2CCN(CC2)C(COC)=O)C2=NN1C(C=CC(=C1)C(=O)O)=C2C 2-(1-(cyclopropylmethyl)-7-(1-(2-methoxyacetyl)piperidin-4-yl)-1H-pyrrolo[2,3-c]pyridin-2-yl)-3-methylpyrazolo[1,5-a]pyridine-6-carboxylic acid